Ethyl-acetat C(C)OC(C)=O